8-oxo-8-((3-pentyloxy)oxy)octanoic acid O=C(CCCCCCC(=O)O)OOC(CC)CC